C1(=CC=C2C=CC3=CC=CC4=CC=C1C2=C34)NC([O-])=O 1-pyrenylcarbamate